4-(1-Benzyl-1H-[1,2,3]triazol-4-yl)-1-phenethyl-piperidine C(C1=CC=CC=C1)N1N=NC(=C1)C1CCN(CC1)CCC1=CC=CC=C1